(R)-1-(4-bromophenyl)ethan-1-ol BrC1=CC=C(C=C1)[C@@H](C)O